CC=1OC=CN1 2-methyl-1,3-oxazole